COCCOCCOCCOCCOCCOCCOCCOCCC(=O)N[C@@H](CC(N)=O)C(=O)OC(C)(C)C tert-Butyl (2,5,8,11,14,17,20,23-octaoxahexacosan-26-oyl)-L-asparaginate